L-2-amino-4-(aminooxy)butyric acid N[C@H](C(=O)O)CCON